FC(C1=CC=C(OC2=NC=CC=C2C=2C=C3C(=NC2)NN=N3)C=C1)(F)F 6-(2-(4-(Trifluoromethyl)phenoxy)pyridin-3-yl)-3H-[1,2,3]triazolo[4,5-b]pyridine